CC1=C(C=C(C=C1)NC(C1=NC=CC(=C1)C(F)(F)F)=O)C1=CC2=C(N=C(N=C2)NC2=C(C=NC=C2)C)N2C1=NCC2 N-(4-methyl-3-(2-((3-methylpyridin-4-yl)amino)-8,9-dihydroimidazo[1',2':1,6]pyrido[2,3-d]pyrimidin-6-yl)phenyl)-4-(trifluoromethyl)picolinamide